2-(1H-tetrazol-1-yl)acetic acid N1(N=NN=C1)CC(=O)O